L-alanine (3-sulfoamino-L-alaninate) S(=O)(=O)(O)NC[C@H](N)C(=O)O.N[C@@H](C)C(=O)O